The molecule is a tetrasaccharide composed of three alpha-D-Kdo residues and one acetylated glucosamine residue. It is a partial structure of chlamydial lipopolysaccharide (LPS). It is an amino tetrasaccharide and a glucosamine oligosaccharide. CC(=O)N[C@@H]1[C@H]([C@@H]([C@H](OC1O)CO[C@@]2(C[C@H]([C@H]([C@H](O2)[C@@H](CO)O)O)O[C@@]3(C[C@H]([C@H]([C@H](O3)[C@@H](CO[C@@]4(C[C@H]([C@H]([C@H](O4)[C@@H](CO)O)O)O)C(=O)O)O)O)O)C(=O)O)C(=O)O)O)O